(Sa)-6-(4-chloro-1-(4-(thiazol-2-yl)benzyl)-1H-indazole-7-carboxamido)spiro[3.3]heptane ClC1=C2C=NN(C2=C(C=C1)C(=O)NC1CC2(CCC2)C1)CC1=CC=C(C=C1)C=1SC=CN1